2-(3-(2-oxabicyclo[2.1.1]hexane-4-yl)-5-methyl-4-nitrophenyl)-6-fluoro-1,2,3,4-tetrahydroisoquinoline C12OCC(C1)(C2)C=2C=C(C=C(C2[N+](=O)[O-])C)N2CC1=CC=C(C=C1CC2)F